3-((5-(1-(3,3-difluorocyclobutyl)-2-methyl-1H-imidazo[4,5-b]pyridin-6-yl)pyrrolo[2,1-f][1,2,4]triazin-2-yl)amino)-1-methylcyclobutane-1-ol FC1(CC(C1)N1C(=NC2=NC=C(C=C21)C=2C=CN1N=C(N=CC12)NC1CC(C1)(O)C)C)F